O=C1NC(CCC1N1C(C2=CC=C(C=C2C1=O)N1CC2(CCC1)CCN(CC2)C2N(CCCC2)C(=O)[O-])=O)=O 2-(2-(2-(2,6-dioxopiperidin-3-yl)-1,3-dioxoisoindolin-5-yl)-2,9-Diazaspiro[5.5]undecan-9-yl)piperidine-1-carboxylate